3-mercaptopropyl-methyl-di(trimethylsilyl)silane SCCC[Si]([Si](C)(C)C)([Si](C)(C)C)C